O=N[C@@H](C(C)C)C(=O)O keto-valine